BrC1=NC=CC=C1C(O)C1=CC=C(C=C1)Cl (2-bromopyridin-3-yl)(4-chlorophenyl)methanol